CC#CC=1C=C2C(C(=O)OC2=O)=CC1 4-(methylacetylenyl)phthalic anhydride